sodium lauroylsarcosinate C(CCCCCCCCCCC)(=O)N(C)CC(=O)[O-].[Na+]